ClC1=C(C=CC(=C1)OC(F)F)C(CN1N=CN=C1)(O)C1(CC1)C(F)(F)F 1-[2-chloro-4-(difluoromethoxy)phenyl]-2-(1,2,4-triazol-1-yl)-1-[1-(trifluoromethyl)cyclopropyl]ethanol